Cl.FC=1C(=NC=CC1)CN 3-Fluoro-2-pyridylmethanamine hydrochloride